(R)-4-(2-fluorophenyl)-oxazolidin-2-one FC1=C(C=CC=C1)[C@H]1NC(OC1)=O